Methyl (2R,3S)-3-(4-(difluoromethyl)-1H-pyrazol-3-yl)-2-((((CIS)-4-phenylcyclohexyl)oxy)methyl)piperidine-1-carboxylate FC(C=1C(=NNC1)[C@@H]1[C@@H](N(CCC1)C(=O)OC)CO[C@@H]1CC[C@@H](CC1)C1=CC=CC=C1)F